3-Methyl-5-pyrazolon CC1=NNC(C1)=O